C(C)(C)(C)OC(N(C(=O)OC(C)(C)C)C=1C=NC=C(C1C)C=1C=C2C=C(N=CC2=C(C1F)Cl)NC(=O)C1C(C1C)COCC1=CC=CC=C1)=O trans-N-[5-[3-[[2-(benzyloxymethyl)-3-methyl-cyclopropanecarbonyl]amino]-8-chloro-7-fluoro-6-isoquinolinyl]-4-methyl-3-pyridinyl]-N-tert-butoxycarbonyl-carbamic acid tert-butyl ester